O=S1(C2=C(OCCN1C1=CC=C(C=C1)C(F)(F)F)C=CC(=C2)NC(=O)C2=CN=CN2)=O N-(1,1-Dioxido-2-(4-(Trifluoromethyl)Phenyl)-3,4-Dihydro-2H-Benzo[b][1,4,5]Oxathiazepin-8-yl)-1H-Imidazole-5-Carboxamide